CS(=O)(=O)[O-].C(CCCC)[NH+]1CC(CC1)CCCC 1-Pentyl-3-butylpyrrolidinium methansulfonat